FC(C(O)C1=NC=C(C=C1)F)(CC)F 2,2-difluoro-1-(5-fluoropyridin-2-yl)butan-1-ol